4-(3-Chloro-2-fluoro-6-methoxyphenyl)-6-methyl-N-(5-((2,2,2-trifluoroethyl)thio)-1,3,4-thiadiazol-2-yl)nicotinamide ClC=1C(=C(C(=CC1)OC)C1=CC(=NC=C1C(=O)NC=1SC(=NN1)SCC(F)(F)F)C)F